The molecule is the carboxymethoxy derivative of succinic acid. It derives from a succinic acid. It is a conjugate acid of a 2-(carboxylatomethoxy)succinate(3-). C(C(C(=O)O)OCC(=O)O)C(=O)O